2-mercaptobenzimidazole-selenide SC=1NC2=C([N+]1[Se-])C=CC=C2